6-cyclopropyl-7-phenyl-N2-(iso-butyl)-3,4-dihydropyrrolo[1,2-a]pyrazine-2,8(1H)-dicarboxamide C1(CC1)C1=C(C(=C2N1CCN(C2)C(=O)NCC(C)C)C(=O)N)C2=CC=CC=C2